tert-Butyl (R)-4-(4-amino-5-((2,3-dichlorophenyl)thio)-1-methyl-6-oxo-1,6-dihydropyrimidine-2-yl)-2-(aminomethyl)piperazine-1-carboxylate NC=1N=C(N(C(C1SC1=C(C(=CC=C1)Cl)Cl)=O)C)N1C[C@H](N(CC1)C(=O)OC(C)(C)C)CN